CC1=C(C(=O)N(N1C)C2=CC=CC=C2)NC(=O)CC#N 2-cyano-N-(1,5-dimethyl-3-oxo-2-phenyl-2,3-dihydro-1H-pyrazol-4-yl)acetamide